The molecule is a fourth-generation cephalosporin antibiotic having (4-carbamoyl-1-azoniabicyclo[2.2.2]octan-1-yl)methyl and [(2Z)-2-(2-amino-1,3-thiazol-4-yl)-2-(methoxyimino)acetyl]amino side groups located at positions 3 and 7 respectively. It is a cephalosporin and a member of thiadiazoles. CO/N=C(/C1=NSC(=N1)N)\\C(=O)N[C@H]2[C@@H]3N(C2=O)C(=C(CS3)C[N+]45CCC(CC4)(CC5)C(=O)N)C(=O)[O-]